N-[(3S,4R,5S)-3-fluoro-1-(2-methoxyethyl)-5-methyl-4-piperidyl]-6-[3-(5-fluoro-4-mesyl-2-anisidino)-1-propynyl]-1-(2,2,2-trifluoroethyl)-1H-1,3-benzimidazole-4-carboxamide F[C@H]1CN(C[C@@H]([C@H]1NC(=O)C1=CC(=CC=2N(C=NC21)CC(F)(F)F)C#CCNC=2C(OC)=CC(=C(C2)S(=O)(=O)C)F)C)CCOC